N1C(=NC2=C1C=CC=C2)N[C@@H](CNC(CO)=O)C2=CC(=CC=C2)C(F)(F)F N-[(2R)-2-[(1H-1,3-benzodiazol-2-yl)amino]-2-[3-(trifluoromethyl)phenyl]ethyl]-2-hydroxyacetamide